ClC1=CC(=C(C=C1F)B(O)O)F (4-chloro-2,5-difluorophenyl)boronic acid